N1(CCCC1)C1=C(CN2CCN(CC2)C(=O)N2N=C(C=C2)C(=O)O)C=CC(=C1)C(F)(F)F 1-(4-(2-(pyrrolidin-1-yl)-4-(trifluoromethyl)benzyl)piperazine-1-carbonyl)-1H-pyrazole-3-carboxylic acid